[W].C(C)NCC.C(C)NCC bis(diethylamine) tungsten